4-[(4-cyclohexylphenyl)amino]-2-((2R)-cyclopropylmorpholin-4-yl)-6-(propan-2-yl)-5,6-dihydro-7H-pyrrolo[3,4-d]pyrimidin-7-one C1(CCCCC1)C1=CC=C(C=C1)NC=1C2=C(N=C(N1)N1C(COCC1)C1CC1)C(N(C2)C(C)C)=O